OCC=1C=C(C=CC1)C1=NC=CC=C1 2-(3-hydroxymethylphenyl)pyridine